ClC1=CC2=C(NC(=N2)CNC=2C=3N(N=C(C2)N2CCN(CC2)C)C(=CN3)C3=CSC(=C3)C)C=C1Cl N-((5,6-dichloro-1H-benzo[d]imidazol-2-yl)methyl)-6-(4-methylpiperazin-1-yl)-3-(5-methylthiophen-3-yl)imidazo[1,2-b]pyridazin-8-amine